(2R,2'R)-2,2'-((((((2,2'-dimethyl-[1,1'-biphenyl]-3,3'-diyl)bis(azanediyl))bis(carbonyl))bis(pyridine-6,3-diyl))bis(methylene))bis(azanediyl))bis(3-hydroxypropanoic acid) CC1=C(C=CC=C1NC(=O)C1=CC=C(C=N1)CN[C@@H](C(=O)O)CO)C1=C(C(=CC=C1)NC(=O)C1=CC=C(C=N1)CN[C@@H](C(=O)O)CO)C